1-(3-(3-methyl-1H-indazol-5-yl)imidazo[1,2-b]pyridazin-6-yl)piperidin-4-ol CC1=NNC2=CC=C(C=C12)C1=CN=C2N1N=C(C=C2)N2CCC(CC2)O